C(#N)C1=CC(=C(C=C1)C1=CC(=NC(=C1)C1CC1)C=1OC2=C(N1)C=C(C=C2F)C(=O)OC)C2=NN=CN2C methyl 2-{4-[4-cyano-2-(4-methyl-1,2,4-triazol-3-yl) phenyl]-6-cyclopropylpyridin-2-yl}-7-fluoro-1,3-benzoxazole-5-carboxylate